C(C)(C)N1C(C2=CC(=C(C=C2C1)NC(=O)C=1C=NN2C1N=CC=C2)N2CCOCC2)=O N-(2-isopropyl-6-morpholino-1-oxo-isoindolin-5-yl)pyrazolo[1,5-a]pyrimidine-3-carboxamide